7-(chloromethyl)-3-ethylquinazoline-2,4(1h,3h)-dione ClCC1=CC=C2C(N(C(NC2=C1)=O)CC)=O